4-methyl-1-(5H-pyrrolo[2,3-b]pyrazin-2-yl)piperidin-4-yl (1-methyl-2-oxo-5-(trifluoromethyl)-1,2-dihydropyridin-3-yl)carbamate CN1C(C(=CC(=C1)C(F)(F)F)NC(OC1(CCN(CC1)C=1N=C2C(=NC1)NC=C2)C)=O)=O